2-Chloro-1-(1-chlorocyclopropyl)ethanone ClCC(=O)C1(CC1)Cl